2-Methyl-3-(4-propylcyclohex-1-en-1-yl)propanal CC(C=O)CC1=CCC(CC1)CCC